COCCC1=C(C=C(C=C1)[N+](=O)[O-])S(=O)(=O)N(C)C 2-(2-methoxyethyl)-N,N-dimethyl-5-nitrobenzenesulfonamide